N1N=CC(=C1)C1=CC=CC2=C1N=C(O2)C=C(C(=O)NC2(CC2)C#N)N (S)-3-(4-(1H-pyrazol-4-yl)benzo[d]oxazol-2-yl)-2-amino-N-(1-cyanocyclopropyl)propenamide